NC1=NN(C=C1)C[C@H](C)O (S)-1-(3-Amino-1H-pyrazol-1-yl)propan-2-ol